COC(C1=C(C=C2CCCN(C2=N1)C(=O)OC1=CC=CC=C1)CN1C(COC=CC1)=C=O)OC phenyl 7-(dimethoxymethyl)-6-((3-carbonyl-1,4-oxazepin-4-yl) methyl)-3,4-dihydro-1,8-naphthyridine-1(2H)-carboxylate